(S)-1'-(6-amino-5-((2-amino-3-chloropyridin-4-yl)thio)-3-fluoropyrazin-2-yl)-1,3-dihydro-spiro[indene-2,4'-piperidine]-1-amine ethanesulfonate C(C)S(=O)(=O)O.NC1=C(N=C(C(=N1)N1CCC2(CC1)[C@@H](C1=CC=CC=C1C2)N)F)SC2=C(C(=NC=C2)N)Cl